(S)-6-(4-(1,1-difluoro-2-hydroxy-2-methylpropoxy)phenyl)-4-(piperidin-3-ylamino)pyrido[3,2-d]pyrimidine-8-carboxamide FC(C(C)(C)O)(OC1=CC=C(C=C1)C=1C=C(C=2N=CN=C(C2N1)N[C@@H]1CNCCC1)C(=O)N)F